[6-[[5-(trifluoromethyl)pyrazin-2-yl]methyl]-2-azaspiro[3.3]heptan-2-yl]-[6-[3-(trifluoromethyl)-1H-1,2,4-triazol-5-yl]-2-azaspiro[3.3]heptan-2-yl]methanone FC(C=1N=CC(=NC1)CC1CC2(CN(C2)C(=O)N2CC3(C2)CC(C3)C3=NC(=NN3)C(F)(F)F)C1)(F)F